C1(CCCCC1)C(C(=O)N[C@@H](CCO[C@@H]1C[C@H](C1)CCC1=NC=2NCCCC2C=C1)C(=O)O)(C)C N-(2-cyclohexyl-2-methylpropanoyl)-O-(trans-3-(2-(5,6,7,8-tetrahydro-1,8-naphthyridin-2-yl)ethyl)cyclobutyl)homoserine